5-(4-((2,8-dioxa-5-azaspiro[3.5]nonan-6-yl)methoxy)phenyl)-2-oxo-6-(trifluoromethyl)-1,2-dihydropyridine-3-carboxamide C1OCC12NC(COC2)COC2=CC=C(C=C2)C=2C=C(C(NC2C(F)(F)F)=O)C(=O)N